COC(=O)C1=NC(=NC(=C1I)N)N1CCC2(CC1)[C@@H](C1=CC=CC=C1C2)NS(=O)C(C)(C)C 6-amino-2-((1S)-1-((tert-butylsulfinyl)amino)-1,3-dihydrospiro[indene-2,4'-piperidine]-1'-yl)-5-iodopyrimidine-4-carboxylic acid methyl ester